C(C)C1(COC2(OC1)CCC1(OCC(CO1)(CC)CN)CC2)CN (3,12-diethyl-1,5,10,14-tetraoxadispiro[5.2.59.26]hexadecane-3,12-diyl)dimethaneamine